BrC1=CC=C(C=C1)C=1C(=NC2(N1)CCN(CC2)C(=O)OC(C)(C)C)/C=C/C(=O)O (E)-3-(3-(4-bromophenyl)-8-(tert-butoxycarbonyl)-1,4,8-triazaspiro[4.5]decan-1,3-dien-2-yl)acrylic acid